C(C)(C)(C)OC(=O)N1[C@@H](C[C@H](C1)NS(=O)(=O)C1=CC=C(C=C1)F)NC=O (2S,4R)-2-formylamino-4-((4-fluorophenyl)sulfonylamino)pyrrolidine-1-carboxylic acid tert-butyl ester